C(C(S)CC(=O)OCC)(=O)OCC.C(C(S)CC(=O)OCC)(=O)OCC tetraethyl dithiomalate